methyl 8-(5-(((5-fluoro-2,3-dihydrobenzofuran-4-yl)methyl)amino)-[1,2,4]triazolo[4,3-c]pyrimidin-8-yl)-5-methylimidazo[1,2-a]pyridine-2-carboxylate FC=1C=CC2=C(CCO2)C1CNC1=NC=C(C=2N1C=NN2)C=2C=1N(C(=CC2)C)C=C(N1)C(=O)OC